OC1CN(CC1)C1=CC=C(S1)C=C1C(=NOC1=O)C(F)(F)F 4-((5-(3-hydroxypyrrolidin-1-yl)thiophen-2-yl)methylene)-3-(trifluoromethyl)isoxazol-5(4H)-one